N(=[N+]=[N-])CC=1C=C(C(=C(C1)Cl)F)I 5-(azidomethyl)-1-chloro-2-fluoro-3-iodo-benzene